5-(3-ethyl-2-methyl-3H-imidazo[4,5-b]pyridin-5-yl)-N-((3-fluorooxetan-3-yl)methyl)pyrrolo[2,1-f][1,2,4]triazin-2-amine C(C)N1C(=NC=2C1=NC(=CC2)C=2C=CN1N=C(N=CC12)NCC1(COC1)F)C